C(C)(C)(C)OC(=O)NNC(C(C1=CN=C(S1)C)O)=O.CN(C1=CC=C(C=C1)C1(OC(=O)C2=CC=CC=C12)C1=C(N(C2=CC=CC=C12)C)C)C 3-(4-dimethylaminophenyl)-3-(1,2-dimethylindole-3-yl)phthalide tert-butyl-2-(2-hydroxy-2-(2-methylthiazol-5-yl)acetyl)hydrazine-1-carboxylate